tri-(n-decyl)phosphate C(CCCCCCCCC)OP(=O)(OCCCCCCCCCC)OCCCCCCCCCC